NC1=NC=CC(=N1)C=1C(=NC=CC1)OC1=CC=C(C=N1)NC1=NN=C(C2=CC=CC=C12)C1=C(C=CC(=C1)F)O 2-[4-[[6-[[3-(2-amino-4-pyrimidinyl)-2-pyridinyl]oxy]-3-pyridinyl]amino]-1-phthalazinyl]-4-fluorophenol